BrC1=CC(=C(C=C1)C=1N=NC(=CN1)Cl)OC 3-(4-bromo-2-methoxyphenyl)-6-chloro-1,2,4-triazine